tert-butyl 4-(2-anilino-5-nitrophenyl)-6-methyl-7-oxo-6,7-dihydro-1H-pyrrolo[2,3-c]pyridine-2-carboxylate N(C1=CC=CC=C1)C1=C(C=C(C=C1)[N+](=O)[O-])C=1C2=C(C(N(C1)C)=O)NC(=C2)C(=O)OC(C)(C)C